NC1=NC=NC(=C1OC1CN(C1)C(=O)OCCCC)Cl Butyl 3-((4-amino-6-chloropyrimidin-5-yl)oxy)azetidine-1-carboxylate